2-(4-chlorophenyl)-4-(3-tetrahydrofurylmethyl)-thieno[2,3-d]pyridazine-7-carboxamide ClC1=CC=C(C=C1)C1=CC=2C(=C(N=NC2CC2COCC2)C(=O)N)S1